2-(methylsulfonyl)-5,6-dihydropyrido[4,3-d]pyrimidin-7(8H)-one CS(=O)(=O)C=1N=CC2=C(N1)CC(NC2)=O